CC(C)CCCCCCCOP(=O)(OC1=CC=CC=C1)OC2=CC=CC=C2 isodecyldiphenyl phosphate